5-(2-(3-(dimethylamino)-4-methylphenylamino)-5-nitropyrimidin-4-ylamino)benzo[d]oxazol-2(3H)-one trifluoroacetate salt FC(C(=O)O)(F)F.CN(C=1C=C(C=CC1C)NC1=NC=C(C(=N1)NC=1C=CC2=C(NC(O2)=O)C1)[N+](=O)[O-])C